C(C)(=O)O[C@@H]1O[C@H](C(C=C1)=O)C (2S,6S)-6-methyl-5-oxo-5,6-dihydro-2H-pyran-2-yl acetate